Cl.N1CCC(CC1)(C#N)C#N Piperidine-4,4-dicarbonitrile hydrochloride